C(C)(C)C1=NOC(=N1)N1CCC(CC1)C1OC1 1-(3-isopropyl-1,2,4-oxadiazol-5-yl)-4-(oxiran-2-yl)piperidine